6-(4-methoxyphenyl)-N2-methyl-N4-(4-(trifluoromethoxy)phenyl)-1,3,5-triazine-2,4-diamine COC1=CC=C(C=C1)C1=NC(=NC(=N1)NC)NC1=CC=C(C=C1)OC(F)(F)F